CC1=C(C=C(C=C1)C1=CC=C(C=C1)CCCN1CCN(CC1)C)N(C=1SC=C(N1)C(=O)[O-])CCC 2-((4-Methyl-4'-(3-(4-methylpiperazin-1-yl)propyl)-[1,1'-biphenyl]-3-yl)(propyl)amino)thiazole-4-carboxylate